2-Amino-N4-(3-aminopropyl)-N8-phenyl-N4-propyl-3H-benzo[b]azepine-4,8-dicarboxamide NC=1CC(=CC2=C(N1)C=C(C=C2)C(=O)NC2=CC=CC=C2)C(=O)N(CCC)CCCN